Tert-butyl (E)-(4-(5-carbamoyl-2-(1-ethyl-3-methyl-1H-pyrazole-5-carboxamido)-7-methoxy-1H-benzo[d]imidazol-1-yl)but-2-en-1-yl)carbamate C(N)(=O)C1=CC2=C(N(C(=N2)NC(=O)C2=CC(=NN2CC)C)C/C=C/CNC(OC(C)(C)C)=O)C(=C1)OC